ClC1=CC=C(C=C1)C1=NN(CC1C1=CC=CC=C1)\C(=N/S(=O)(=O)C1=CC=C(C=C1)F)\Cl (E)-3-(4-chlorophenyl)-N-((4-fluorophenyl)sulfonyl)-4-phenyl-4,5-dihydro-1H-pyrazole-1-carbimidoyl chloride